OC(C(C)C)(C(C)C)C(CC(C(C)C)(O)C(C)C)CC(C(C)C)(O)C(C)C 5-(1-Hydroxy-1-isopropyl-2-methyl-propyl)-3,7-diisopropyl-2,8-dimethyl-nonane-3,7-diol